8-Amino-6-cyclopropylcinnolin NC=1C=C(C=C2C=CN=NC12)C1CC1